5-ethynyl-6-fluoro-4-(8-fluoro-2-(((2R,7aS)-2-fluorotetrahydro-1H-pyrrolizin-7a(5H)-yl)methoxy)-4-((S)-6-methoxy-1,4-oxazepan-4-yl)pyrido[4,3-d]pyrimidin-7-yl)naphthalen-2-ol C(#C)C1=C2C(=CC(=CC2=CC=C1F)O)C1=C(C=2N=C(N=C(C2C=N1)N1CCOC[C@H](C1)OC)OC[C@]12CCCN2C[C@@H](C1)F)F